(R)-N-(1-(3-aminopyrrolidin-1-yl)-3-(1-methylpiperidin-4-yl)isoquinolin-6-yl)acrylamide N[C@H]1CN(CC1)C1=NC(=CC2=CC(=CC=C12)NC(C=C)=O)C1CCN(CC1)C